ClCS(=O)(=O)NC=1C=C(C=CC1O)NC(=O)C1=CC=C(C=C1)C1=CC=C(C=C1)C(F)(F)F N-(3-((chloromethyl)sulfonylamino)-4-hydroxyphenyl)-4'-(trifluoromethyl)-[1,1'-biphenyl]-4-carboxamide